(7-Chloro-1H-benzo[d]imidazol-2-yl)(3-(difluoromethyl)-6-methyl-5,6-dihydroimidazo[1,5-a]pyrazin-7(8H)-yl)methanone ClC1=CC=CC2=C1NC(=N2)C(=O)N2CC=1N(CC2C)C(=NC1)C(F)F